FS(C1=CC=C(C=C1)SC1=C(N=NN1)C(=O)O)(F)(F)(F)F 5-((4-(pentafluoro-λ6-sulfaneyl)phenyl)thio)-1H-1,2,3-triazole-4-carboxylic acid